C1=CC2=C3C(=CC=C4C3=C1C(=O)OC4=O)C(=O)OC2=O Naphthalene-1,4,5,8-Tetracarboxylic Dianhydride